5-(imidazo[1,2-b]pyridazin-6-yl)-N-(6-(4-methylpiperazin-1-yl)pyridin-3-yl)-7H-pyrrolo[2,3-d]pyrimidin-2-amine N=1C=CN2N=C(C=CC21)C2=CNC=1N=C(N=CC12)NC=1C=NC(=CC1)N1CCN(CC1)C